(2S,5R)-5-[[1-[2-hydroxy-4-(trifluoromethyl)phenyl]pyrido[3,4-d]pyridazin-4-yl]amino]piperidine-2-carboxylate OC1=C(C=CC(=C1)C(F)(F)F)C1=C2C(=C(N=N1)N[C@@H]1CC[C@H](NC1)C(=O)[O-])C=NC=C2